C(=O)(OC(C)(C)C)N1C=CC2=CC(=CN=C12)Br 1-Boc-5-bromo-7-azaindole